BrC1=CC=C(C=C1)N1CCOCC1 4-(4-Bromophenyl)morpholine